2,6-Difluoro-3-(1-methyl-6-(2-(phenoxymethyl)piperidin-1-yl)-1H-pyrazolo[3,4-d]pyrimidin-3-yl)-5-(trifluoromethyl)phenol FC1=C(C(=C(C=C1C1=NN(C2=NC(=NC=C21)N2C(CCCC2)COC2=CC=CC=C2)C)C(F)(F)F)F)O